BrC1=CC=2N(C=C1)C=C(N2)C 7-bromo-2-methylimidazo[1,2-a]pyridine